CN(C1(CCC2(CN(C(N2)=O)C2=C3C(=CN=C2)NC=C3)CC1)C1=CC=CC=C1)C 8-(dimethylamino)-8-phenyl-3-(1H-pyrrolo[2,3-c]pyridin-4-yl)-1,3-diazaspiro[4.5]decan-2-one